ClC=1C(=C(C=C(C1)C1=C(C=C(C=C1C)F)C)[C@H](CC(=O)O)NC(C(CC(C)C)N1C(C(=CC(=C1)CCN1CC(C1)F)F)=O)=O)F (3S)-3-(5-chloro-4,4'-difluoro-2',6'-dimethyl-[1,1'-biphenyl]-3-yl)-3-(2-(3-fluoro-5-(2-(3-fluoroazetidin-1-yl)ethyl)-2-oxopyridin-1(2H)-yl)-4-methylpentanamido)propanoic acid